4-((1R,5S)-3,8-diazabicyclo[3.2.1]octan-3-yl)-8-fluoro-7-(6-methylnaphthalen-1-yl)-2-(((S)-1-methylpyrrolidin-2-yl)methoxy)pyrido[4,3-d]pyrimidine [C@H]12CN(C[C@H](CC1)N2)C=2C1=C(N=C(N2)OC[C@H]2N(CCC2)C)C(=C(N=C1)C1=CC=CC2=CC(=CC=C12)C)F